t-butyl (1R,2R,5S)-2-(2-hydroxyethyl)-3,8-diazabicyclo[3.2.1]octane-8-carboxylate OCC[C@@H]1[C@H]2CC[C@@H](CN1)N2C(=O)OC(C)(C)C